C(CC(=O)O)C(=O)C(=O)[O-] The molecule is a dicarboxylic acid monoanion resulting from selective deprotonation of the 1-carboxy group of 2-oxoglutaric acid. It has a role as a fundamental metabolite. It derives from a glutarate(1-). It is a conjugate base of a 2-oxoglutaric acid. It is a conjugate acid of a 2-oxoglutarate(2-).